FC(C(C[C@@H]1CN2CCC1CC2)N2C(C1=CC=CC=C1CC2)C2=CC=C(C=C2)F)(F)F (3S)-3-(3,3,3-trifluoro-2-(1-(4-fluorophenyl)-3,4-dihydroisoquinolin-2(1H)-yl)propyl)quinuclidine